N[C@H](C(=O)NCCOCCOCCOCCOCC#C)CC#C (S)-2-amino-N-(3,6,9,12-tetraoxapentadec-14-yn-1-yl)pent-4-ynamide